C(C1=CC=CC=C1)(=O)N1C(SC(C1=O)=CC1=C(C=CC(=C1)N=NC1=CC=C(C=C1)Cl)O)=NC1=CC=C(C(=O)O)C=C1 4-((3-benzoyl-5-(5-((4-chlorophenyl)diazenyl)-2-hydroxybenzylidene)-4-oxothiazolidin-2-ylidene)amino)benzoic acid